FC1=C(CN2[C@@H](CCC2=O)CC(=O)N[C@@H]([C@H](OC)C)C(=O)N[C@@H](CC2=CC=C(C=C2)O)C(=O)OC)C=CC=C1F Methyl N-(2-((S)-1-(2,3-difluorobenzyl)-5-oxopyrrolidin-2-yl)acetyl)-O-methyl-L-threonyl-L-tyrosinate